1H-indol-7-ol N1C=CC2=CC=CC(=C12)O